N-methylcyclobutan-1-amine, trifluoroacetate salt FC(C(=O)O)(F)F.CNC1CCC1